C[N+]12CCC(CC1)C(C2)OC(=O)C(C3=CC=CC=C3)(C4=CC=CC=C4)O The molecule is the ester resulting from formal condensation of benzilic acid and 3-hydroxy-1-methyl-1-azoniabicyclo[2.2.2]octane. It is used, generally as the bromide, for the symptomatic treatment of peptic ulcer disease and also to help relieve abdominal or stomach spasms or cramps due to colicky abdominal pain, diverticulitis, and irritable bowel syndrome. It has a role as a parasympatholytic, an antispasmodic drug and an anti-arrhythmia drug. It is a quaternary ammonium ion, a carboxylic ester and an organic cation. It derives from a benzilic acid and a 3-quinuclidinol.